ClC1=CC2=C(N=CN2)C=C1Cl 5,6-diCHlorobenz-imidazole